2-[1-[1-(2,6-dioxo-3-piperidyl)-6-fluoro-3-methyl-2-oxo-benzimidazol-5-yl]-4-piperidyl]-N-[5-fluoro-7-hydroxy-6-(1,1,4-trioxo-1,2,5-thiadiazolidin-2-yl)-2-naphthyl]acetamide O=C1NC(CCC1N1C(N(C2=C1C=C(C(=C2)N2CCC(CC2)CC(=O)NC2=CC1=CC(=C(C(=C1C=C2)F)N2S(NC(C2)=O)(=O)=O)O)F)C)=O)=O